ClC=1C=CC2=C([C@H](N(C[C@H](O2)CC)CC2=CC=C(C=C2)OC)C)N1 |o1:6| (2R,5R*)-7-chloro-2-ethyl-4-(4-methoxybenzyl)-5-methyl-2,3,4,5-tetrahydropyrido[2,3-f][1,4]oxazepine